FC(C=1C=C(C=NC(OCC2=CC=CC=C2)=O)C=CC1)(F)F Benzyl (3-(trifluoromethyl)benzylidene)carbamate